[Cl-].C(=C)[N+]1=C(N(C=C1)CCCC)CC1=CC=CC=C1 (vinylbenzyl-1-butyl-1H-imidazol-3-ium) chloride